CC(C)(C)C1=C(C=CC(=C1)O)OC.CC(C)(C)C1=C(C=CC(=C1)OC)O (1,1-dimethylethyl)-4-methoxyphenol